NC=1C=C(C=C(C1)N)C(C(=O)O)C.NC=1C=C(C=C(C1)N)C(=O)OCCC propyl 3,5-diaminophenylformate (3,5-diaminophenylpropionate)